N7-(β-glucopyranosyl)-N1-methylguanine [C@@H]1([C@H](O)[C@@H](O)[C@H](O)[C@H](O1)CO)N1C=NC=2N=C(N(C(C12)=O)C)N